[(6S)-2,5-dioxa-8-azaspiro[3.5]nonan-6-yl]methanol C1OCC12O[C@@H](CNC2)CO